BrC(C(=O)O)C.C1(=CC=CC=C1)P(C1=CC=CC=C1)C1=CC=CC=C1 triphenylphosphine bromopropionate